1-(4-methoxy-5-(1-methyl-1H-benzo[d][1,2,3]triazol-6-yl)pyrrolo[2,1-f][1,2,4]triazin-2-yl)-3-methylcyclobutane-1,3-diamine COC1=NC(=NN2C1=C(C=C2)C=2C=CC1=C(N(N=N1)C)C2)C2(CC(C2)(N)C)N